C(C)(C)(C)C1=C(OC2=CC=C(C=C2)O)C=CC(=C1)C 4-(2-tert-butyl-4-methyl-phenoxy)-phenol